1-[4-(1,1-dimethylethyl)-phenyl]-3-(4-methoxyphenyl)-1,3-propanedione CC(C)(C)C1=CC=C(C=C1)C(CC(=O)C1=CC=C(C=C1)OC)=O